[K+].F[B-](F)(F)F tetrafluoroborate potassium